BrC1C(=CCCC1)C1=CC=C(C=C1)Cl 3-bromo-2-(4-chlorophenyl)cyclohexene